(1R,2R)-N-(1-cyano-4-(6-((R)-1-hydroxybutyl)-4-methylpyridin-3-yl)imidazo[1,2-a][1,6]naphthyridin-8-yl)-2-fluorocyclopropane-carboxamide C(#N)C1=CN=C2N1C1=CC(=NC=C1C=C2C=2C=NC(=CC2C)[C@@H](CCC)O)NC(=O)[C@@H]2[C@@H](C2)F